C(C)(C)(C)OC(=O)N[C@H](C=1N=C2N(N=CC(=C2)C(=O)[C@@]2(C(N([C@@H](C2)C(F)(F)F)C(=O)OC(C)(C)C)=O)C)C1)C1CCC(CC1)(F)F tert-butyl (3R,5S)-3-(2-((S)-((tert-butoxycarbonyl)amino)(4,4-difluorocyclohexyl)methyl)imidazo[1,2-b]pyridazine-7-carbonyl)-3-methyl-2-oxo-5-(trifluoromethyl)pyrrolidine-1-carboxylate